C1(=CC=CC=C1)C1=C(C(=C(C=C1)C1=CC=CC=2[Se]C3=C(C21)C=CC=C3)C3=NN=NC=C3)C3=C(C=CC=C3)C=3C(=CC=CC3)C3=CC=CC=C3 [(phenyl)(terphenylyl)triazinylphenyl]dibenzoselenophene